CC(CCCCN(C)C)N1CCN(CC1)C 5-methyl-5-(4-methylpiperazin-1-yl)pentyl-dimethylamine